BrC=1C(=CC(=NC1)C(=O)C1CC1)C (5-bromo-4-methylpyridin-2-yl)(cyclopropyl)methanone